diisononyl-cyclohexane-1,2-Dicarboxylate C(CCCCCC(C)C)OC(=O)C1C(CCCC1)C(=O)OCCCCCCC(C)C